O1C=CC=2C(=NC=CC21)NCCC2=CC=C(C=C2)NS(=O)(=O)C N-(4-(2-(Furo[3,2-c]pyridin-4-ylamino)ethyl)phenyl)methansulfonamid